FC1=C(C(=CC=C1C1=CN(C=C1)C)F)N1CC(NS1(=O)=O)=O 5-(2,6-difluoro-3-(1-methyl-1H-pyrrol-3-yl)phenyl)-1,2,5-thiadiazolidin-3-one 1,1-dioxide